6-Chloro-3',3'-dimethyl-1-phenyl-2',3'-dihydrospiro[benzo[d][1,3]oxazine-4,1'-inden]-2(1H)-one ClC1=CC2=C(N(C(OC23CC(C2=CC=CC=C32)(C)C)=O)C3=CC=CC=C3)C=C1